(±)-1-{4-[3-(4,5-dichloro-1-methyl-1H-indole-2-amido)oxolan-3-yl]phenyl}cyclopropane-1-carboxylic acid ClC1=C2C=C(N(C2=CC=C1Cl)C)C(=O)N[C@@]1(COCC1)C1=CC=C(C=C1)C1(CC1)C(=O)O |r|